C(N)(=O)C1=C(C=CC=C1)NC(=O)C12CN(C(C1)C2)C(=O)OC(C)(C)C tert-butyl 4-((2-carbamoylphenyl) carbamoyl)-2-azabicyclo[2.1.1]hexane-2-carboxylate